tert-butyl 3,3-difluoro-1-(3-fluoropyridin-2-yl)cyclobutane-1-carboxylate FC1(CC(C1)(C(=O)OC(C)(C)C)C1=NC=CC=C1F)F